2-oxa-5-azabicyclo[4.1.0]heptane hydrogen chloride Cl.C12OCCNC2C1